N1C(=NC2=C1C=CC=C2)CC(C)C2=C(C=C(C=C2)O)O 4-[1-(1H-benzimidazol-2-yl)propan-2-yl]benzene-1,3-diol